N5-cyclopropyl-N7-methyl-3-(1-methyl-1H-indol-4-yl)-2,3-dihydrobenzofuran-5,7-dicarboxamide C1(CC1)NC(=O)C=1C=C(C2=C(C(CO2)C2=C3C=CN(C3=CC=C2)C)C1)C(=O)NC